tert-butyl 3-[7-(2-methoxy-4,6-dimethyl-phenyl)-3-methyl-4-oxo-pyrido[2,3-d]pyrimidin-2-yl]piperidine-1-carboxylate COC1=C(C(=CC(=C1)C)C)C=1C=CC2=C(N=C(N(C2=O)C)C2CN(CCC2)C(=O)OC(C)(C)C)N1